Methyl 2-(dimethylcarbamothioyloxy)-5-iodo-benzoate CN(C(=S)OC1=C(C(=O)OC)C=C(C=C1)I)C